C(CCC)[NH+](CCCC)CCCC tributylammonium